5-[[2-[3-(5-Chloro-6-oxo-1H-pyridazin-4-yl)propyl]-2-azaspiro[3.3]heptan-6-yl]oxy]-2,8-dimethyl-isoquinolin-1-one ClC1=C(C=NNC1=O)CCCN1CC2(C1)CC(C2)OC2=C1C=CN(C(C1=C(C=C2)C)=O)C